C(C)OCC=1C=C2C=C(NC2=C(C1)[N+](=O)[O-])C1=CC=CC=C1 (E)-5-(ethoxymethyl)-7-nitro-2-phenyl-1H-indole